1,1-dimethyl propylene [6-(4-methylpiperazin-1-yl)-2-pyridyl] 3-(o-tolyl)prop-2-ynoate C1(=C(C=CC=C1)C#CC(=O)OC1=NC(=CC=C1)N1CCN(CC1)C)C.CC(=CC)C